COC(=O)C1CC=2N(N=CC2OC1)COCC[Si](C)(C)C 1-((2-(trimethylsilyl)ethoxy)methyl)-1,5,6,7-tetrahydropyrano[3,2-c]pyrazole-6-carboxylic acid methyl ester